COCCCOCCNC 2-(3-methoxypropoxy)-N-methylethan-1-amine